2-(4-(6-((4-cyano-2-fluorobenzyl)oxy)-3,5-difluoropyridin-2-yl)-2-fluorobenzyl)-1-(2-methoxyethyl)-1H-benzo[d]Imidazole-6-carboxylic acid methyl ester COC(=O)C=1C=CC2=C(N(C(=N2)CC2=C(C=C(C=C2)C2=NC(=C(C=C2F)F)OCC2=C(C=C(C=C2)C#N)F)F)CCOC)C1